C1CC12CCN(CC2)C2=NC(=CC=C2C(=O)NC2=NC(=CC=C2)S(NC(C)(C)C)(=O)=O)[C@@](C(F)(F)F)(CO)O 2-(6-azaspiro[2.5]octan-6-yl)-N-(6-((2-methyl-2-propanyl)sulfamoyl)-2-pyridinyl)-6-((2S)-1,1,1-trifluoro-2,3-dihydroxy-2-propanyl)-3-pyridinecarboxamide